COC(C(COC1=NC=CC=C1OC(F)(F)F)(C)C)=O 2,2-dimethyl-3-((3-(trifluoromethoxy)pyridin-2-yl)oxy)propanoic acid methyl ester